N-(2-fluoro-3-pyridyl)-6-(6-fluoroquinazolin-4-yl)-7,8-dihydro-5H-1,6-naphthyridin-3-amine FC1=NC=CC=C1NC=1C=NC=2CCN(CC2C1)C1=NC=NC2=CC=C(C=C12)F